C1(CC1)OC1=CC=C(C=N1)[C@@H]1N(C(C2=CC=CC=C2[C@H]1C(=O)O)=O)CC(F)(F)F (+,-)-trans-3-(6-cyclopropoxypyridin-3-yl)-1-oxo-2-(2,2,2-trifluoroethyl)-1,2,3,4-tetrahydroisoquinoline-4-carboxylic Acid